N-(4-bromobenzyl)-5-(4-methylphenyl)pyrazolo[1,5-a]pyrimidin-7-amine BrC1=CC=C(CNC2=CC(=NC=3N2N=CC3)C3=CC=C(C=C3)C)C=C1